N-(4-bromo-5-fluoro-2-methoxyphenyl)-6-(difluoromethoxy)pyrazolo[1,5-a]pyridine-3-sulfonamide BrC1=CC(=C(C=C1F)NS(=O)(=O)C=1C=NN2C1C=CC(=C2)OC(F)F)OC